OC[C@@H]1COCC[C@H]1C=1C=C(C=CC1)O 3-[(3R,4R)-3-(hydroxymethyl)tetrahydropyran-4-yl]phenol